F[C@H]1[C@H](C1)C(=O)NC1=NC=C2C=C(N3C(C2=C1)=CC=N3)C=3C=NC(=CC3C)[C@H](CCC)O (1R,2R)-2-fluoro-N-(5-(6-((S)-1-hydroxybutyl)-4-methylpyridin-3-yl)pyrazolo[5,1-a][2,6]naphthyridin-9-yl)cyclopropane-carboxamide